2-(trimethylstannyl)pyridine C[Sn](C1=NC=CC=C1)(C)C